9-(2-Aminoethyl)-6-chloro-N-(3,4-dichlorophenyl)-3-ethyl-9H-carbazol-2-amine NCCN1C2=CC=C(C=C2C=2C=C(C(=CC12)NC1=CC(=C(C=C1)Cl)Cl)CC)Cl